5-Oxanonan CCCCOCCCC